C1(CC1)NC1=NC=CC(=N1)O[C@H]1C[C@H](N(C1)CC(=O)NC=1C=CC=C2C(=CNC12)C1=NC(=NC=C1C)NC1=NN(C(=C1)C)C)CO 2-((2S,4S)-4-((2-(cyclopropylamino)pyrimidin-4-yl)oxy)-2-(hydroxymethyl)pyrrolidin-1-yl)-N-(3-(2-((1,5-dimethyl-1H-pyrazol-3-yl)amino)-5-methylpyrimidin-4-yl)-1H-indol-7-yl)acetamide